N-methyl-β-homoLysine CN[C@@H](CCCCN)CC(=O)O